3-(cyclopropylmethyl)-7-((1,1-dioxidotetrahydro-2H-thiopyran-4-yl)amino)benzo[b]thiophen C1(CC1)CC=1C2=C(SC1)C(=CC=C2)NC2CCS(CC2)(=O)=O